Tert-Butyl 2-(2-ethylpyridin-3-yl)-1-oxa-6-azaspiro[2.5]octane-6-carboxylate C(C)C1=NC=CC=C1C1OC12CCN(CC2)C(=O)OC(C)(C)C